N-[2,4-dimethyl-5-(1-piperidinylcarbonyl)phenyl]-1,1,1-trifluoromethanesulfonamide CC1=C(C=C(C(=C1)C)C(=O)N1CCCCC1)NS(=O)(=O)C(F)(F)F